2-(2,6-Dioxopiperidin-3-yl)-5-((7-(4-(4-((5-(4-(methylsulfonyl)phenyl)-[1,2,4]triazolo[1,5-a]pyridin-2-yl)amino)phenyl)piperazin-1-yl)-2-oxoheptyl)amino)isoindoline-1,3-dione O=C1NC(CCC1N1C(C2=CC=C(C=C2C1=O)NCC(CCCCCN1CCN(CC1)C1=CC=C(C=C1)NC1=NN2C(C=CC=C2C2=CC=C(C=C2)S(=O)(=O)C)=N1)=O)=O)=O